methyl N-(N-((R)-1-benzylaziridine-2-carbonyl)-N-methylglycyl)-N-methyl-L-valinate C(C1=CC=CC=C1)[N@]1C(C1)C(=O)N(CC(=O)N([C@@H](C(C)C)C(=O)OC)C)C